4-hydroxy-2-phenyl-1,2,3,4-tetrahydronaphthalen OC1CC(CC2=CC=CC=C12)C1=CC=CC=C1